ClC1=C(C=C(OCC(=O)NC23CC(C2)(C3)C(=O)NCC=3C=NC(=CC3)C)C=C1)F 3-[2-(4-chloro-3-fluorophenoxy)acetamido]-N-[(6-methylpyridin-3-yl)methyl]bicyclo[1.1.1]pentane-1-carboxamide